O=C1NC(CCC1NC(C1=CC=C(C=C1)N1CCN(CC1)C(CCC1CCN(CC1)C1=CC=C(C=C1)[C@H]1[C@H](CCC2=CC(=CC=C12)O)C1=CC=CC=C1)=O)=O)=O N-(2,6-dioxopiperidin-3-yl)-4-(4-(3-(1-(4-((1R,2S)-6-hydroxy-2-phenyl-1,2,3,4-tetrahydronaphthalen-1-yl)phenyl)piperidin-4-yl)propanoyl)piperazin-1-yl)benzamide